OCCN1N=CC(=C1)NC1=NC=CC(=N1)C1=CC(=C(CNC(=O)N2CCC2)C=C1)C N-(4-(2-((1-(2-hydroxyethyl)-1H-pyrazol-4-yl)amino)pyrimidin-4-yl)-2-methylbenzyl)azetidine-1-carboxamide